C(CC)S(=O)(=O)[O-].[Na+].CN(C=O)C dimethyl-formamide sodium propanesulfonate